[I-].C[N+](CCC1=CNC2=CC=C(C=C12)C)(C)C trimethyl[2-(5-methyl-1H-indol-3-yl)ethyl]azanium iodide